(S)-2-amino-3,3-dicyclopropyl-N-(4-(((S)-2-oxo-4-(trifluoromethyl)imidazolidin-1-yl)methyl)pyridin-2-yl)propanamide HCl salt Cl.N[C@H](C(=O)NC1=NC=CC(=C1)CN1C(N[C@@H](C1)C(F)(F)F)=O)C(C1CC1)C1CC1